(9H-Fluoren-9-yl)methyl (3-(4,4,5,5-tetramethyl-1,3,2-dioxaborolan-2-yl)benzyl)carbamate CC1(OB(OC1(C)C)C=1C=C(CNC(OCC2C3=CC=CC=C3C=3C=CC=CC23)=O)C=CC1)C